NC(CCN1C2=CC=C(C=C2C=2C=CC(=CC12)C(=O)O)N1C=NC=C1)=O 9-(3-amino-3-oxopropyl)-6-(1H-imidazol-yl)-9H-carbazole-2-carboxylic acid